COCC(=O)NCCCC\C=C/C\C=C/C\C=C/[C@H](\C=C/CCCCC)C 2-Methoxy-N-((S,5Z,8Z,11Z,14Z)-13-methylicosa-5,8,11,14-tetraen-1-yl)acetamide